methyl (1R,4r)-4-((1R)-1-((6-(2-fluorophenyl)-4-(2,3,5,6-tetrafluorophenoxy)-5,6,7,8-tetrahydroquinazolin-2-yl)(methyl)amino)propyl)cyclohexane-1-carboxylate FC1=C(C=CC=C1)C1CC=2C(=NC(=NC2CC1)N([C@H](CC)C1CCC(CC1)C(=O)OC)C)OC1=C(C(=CC(=C1F)F)F)F